(S)-N-(4-(5-(1-acryloylpiperidin-3-yl)-1,2,4-oxadiazol-3-yl)phenyl)-6-(4-chloro-1H-pyrazol-5-yl)picolinamide C(C=C)(=O)N1C[C@H](CCC1)C1=NC(=NO1)C1=CC=C(C=C1)NC(C1=NC(=CC=C1)C1=C(C=NN1)Cl)=O